methyl (4S)-4-(tert-butoxycarbonylamino)pentanoate C(C)(C)(C)OC(=O)N[C@H](CCC(=O)OC)C